(2R,4R)-6-chloro-4-hydroxy-N-(3-{1-[cis-3-(trifluoromethoxy)cyclobutyl]-1H-pyrazol-3-yl}bicyclo[1.1.1]pent-1-yl)-3,4-dihydro-2H-1-benzopyran-2-carboxamide ClC=1C=CC2=C([C@@H](C[C@@H](O2)C(=O)NC23CC(C2)(C3)C3=NN(C=C3)[C@@H]3C[C@@H](C3)OC(F)(F)F)O)C1